4-(azidomethyl)-1-vinyl-2-oxabicyclo[2.2.2]octane N(=[N+]=[N-])CC12COC(CC1)(CC2)C=C